methyl ((s)-1-(((s)-1-((4-((((4-nitrophenoxy)carbonyl)oxy)methyl)phenyl)amino)-1-oxopropan-2-yl)amino)-1-oxopropan-2-yl)carbamate [N+](=O)([O-])C1=CC=C(OC(=O)OCC2=CC=C(C=C2)NC([C@H](C)NC([C@H](C)NC(OC)=O)=O)=O)C=C1